rac-4'-chloro-N-{[4-(3,3-difluorocyclobutyl)-2,5-dioxoimidazolidin-4-yl]methyl}[biphenyl]-2-carboxamide ClC1=CC=C(C=C1)C=1C(=CC=CC1)C(=O)NC[C@]1(NC(NC1=O)=O)C1CC(C1)(F)F |r|